(E)-3-cyano-N-(5-((E)-2-(4,4-difluorocyclohexyl)-vinyl)-6-methoxypyridin-3-yl)acrylamide C(#N)/C=C/C(=O)NC=1C=NC(=C(C1)\C=C\C1CCC(CC1)(F)F)OC